1-(4-Iodophenyl)propan-1-one IC1=CC=C(C=C1)C(CC)=O